C1(=CC=CC=C1)S(=O)OC.[Na] sodium methyl phenyl-sulfinate